5-aminomethyl-uracil NCC=1C(NC(NC1)=O)=O